C(CCCCCCCCCCCCCCC)(=O)OCCCCCCCC octanyl hexadecanoate